FC1([C@H]2C[C@@H]([C@H]([C@@H](C1)N2)OC)C(=C)C=2N=NC(=CN2)C=2C=C1C=CN=CC1=CC2O)F 6-(3-(1-((1R,2R,3R,5R)-6,6-difluoro-2-methoxy-8-azabicyclo[3.2.1]octan-3-yl)vinyl)-1,2,4-triazin-6-yl)isoquinolin-7-ol